Cl[Al](CC(C)C)CC(C)C chlorodiisobutylaluminum